4-bromo-3-methoxy-N,N-dimethylbenzenesulfonamide BrC1=C(C=C(C=C1)S(=O)(=O)N(C)C)OC